(S)-6-((S)-5-Chloro-6-fluoro-2-((methylamino)methyl)-2-phenyl-2,3-dihydrobenzofuran-4-yl)-1-ethyl-7-fluoroindoline-5-carboxamide ClC=1C(=CC2=C(C[C@](O2)(C2=CC=CC=C2)CNC)C1C1=C(C=C2CCN(C2=C1F)CC)C(=O)N)F